2-((2S,3S,4S)-2-(Aminomethyl)-5-chloro-6-fluoro-3-hydroxy-2-phenyl-2,3-dihydrobenzo-furan-4-yl)-3-fluoro-4-(2-hydroxyethoxy)benzamide NC[C@@]1(OC2=C([C@@H]1O)C(=C(C(=C2)F)Cl)C2=C(C(=O)N)C=CC(=C2F)OCCO)C2=CC=CC=C2